C(C)(C)(C)OC(=O)N1CCC(=CC1)C1=NC=C(N=C1)NC(=O)C12CCC(CC1)(CC2)C(=O)O 4-{5-[(4-carboxy-bicyclo[2.2.2]octane-1-carbonyl)-amino]-pyrazin-2-yl}-3,6-dihydro-2H-pyridine-1-carboxylic acid tert-butyl ester